benzyl (1S,4S,5R)-5-[[5-cyclopropyl-3-(oxan-4-yl)-1,2-oxazol-4-yl]methoxy]-2-azabicyclo[2.2.1]heptane-2-carboxylate C1(CC1)C1=C(C(=NO1)C1CCOCC1)CO[C@H]1[C@@H]2CN([C@H](C1)C2)C(=O)OCC2=CC=CC=C2